ClC=1C=C(NC=2C3=C(N=CN2)C=CC(=N3)N3[C@@H]2CN([C@H](C3)C2)C(=O)OC(C)(C)C)C=CC1OC(F)F tert-butyl (1S,4S)-5-[4-[3-chloro-4-(difluoromethoxy)anilino]pyrido[3,2-d]pyrimidin-6-yl]-2,5-diazabicyclo[2.2.1]heptane-2-carboxylate